C(C)C=1C(=CC=C2C=C(C=C(C12)C1=C(C=C2C(=NC(=NC2=C1F)OC[C@]12CCCN2C[C@@H](C1)F)N1CCOCCC1)O)O)F 7-(8-Ethyl-7-fluoro-3-hydroxynaphthalen-1-yl)-8-fluoro-2-(((2R,7aS)-2-fluorotetrahydro-1H-pyrrolizin-7a(5H)-yl)methoxy)-4-(1,4-oxazepan-4-yl)quinazolin-6-ol